C(C)C(CCCCCCCCCC)(O)CC diethyl-1-undecanol